1,2-bis(1,3-dioxolan-2-yl)ethylene O1C(OCC1)C=CC1OCCO1